ethyl-carbamate C(C)NC([O-])=O